dioctyl oxide tetrahydrophthalate C(C1C(C(=O)O)CCC=C1)(=O)O.C(CCCCCCC)OCCCCCCCC